2-[4-(3,5-difluorophenoxy)phenyl]-4,4,5,5-tetramethyl-1,3,2-dioxaborolane FC=1C=C(OC2=CC=C(C=C2)B2OC(C(O2)(C)C)(C)C)C=C(C1)F